2-chloro-4-phenyl-6-(1-naphthyl)-1,3,5-triazine ClC1=NC(=NC(=N1)C1=CC=CC=C1)C1=CC=CC2=CC=CC=C12